((2-(((3S,6S,9aS)-3-(3-(5-methylpyrimidin-4-yl)azetidine-1-carbonyl)-5-oxooctahydro-1H-pyrrolo[1,2-a]azepin-6-yl)carbamoyl)benzo[b]thiophen-5-yl)methyl)phosphonic acid CC=1C(=NC=NC1)C1CN(C1)C(=O)[C@@H]1CC[C@H]2N1C([C@H](CCC2)NC(=O)C2=CC1=C(S2)C=CC(=C1)CP(O)(O)=O)=O